5-(4-chlorophenyl)-2-(4-(2-fluorophenethoxy)phenyl)-4-methyl-1H-imidazole ClC1=CC=C(C=C1)C1=C(N=C(N1)C1=CC=C(C=C1)OCCC1=C(C=CC=C1)F)C